C(C)OC(=O)C1=C(NC(=C(C1=O)C)C)C=1C(=NC=C(C1C)C(F)(F)F)OC1=C(C(=C(C=C1)F)F)C 2-[2-(3,4-difluoro-2-methyl-phenoxy)-4-methyl-5-(trifluoromethyl)-3-pyridinyl]-5,6-dimethyl-4-oxo-1H-pyridine-3-carboxylic acid ethyl ester